NCCN1[C@H]2CN([C@@H](C1)C2)C(=O)OC(C)(C)C (1R,4R)-tert-butyl 5-(2-aminoethyl)-2,5-diaza-bicyclo[2.2.1]heptane-2-carboxylate